[NH3+]CC(C(=O)[O-])=C.[NH3+]COC(C=C)=O.C1(=CC=CC=C1)C=1C=C(C=CC1OCCO)C1(C2=CC=CC=C2C=2C=CC=CC12)C1=CC(=C(C=C1)OCCO)C1=CC=CC=C1 9,9-di[3-phenyl-4-(2-hydroxyethoxy)phenyl]fluorene ammoniomethyl-acrylate (ammoniomethylacrylate)